C1(CC1)C1=CC(=NN1C)N\C(\C)=C\1/C(NC2=CN=C(C=C21)C=2C=NC=CC2C)=O (Z)-3-(1-((5-Cyclopropyl-1-methyl-1H-pyrazol-3-yl)amino)ethylidene)-5-(4-methylpyridin-3-yl)-1H-pyrrolo[2,3-c]pyridin-2(3H)-one